C(C)(=O)NC1=NC=CC(=C1)NC(=O)[C@H]1O[C@@]([C@@H]([C@@H]1C1=C(C(=C(C=C1)F)F)OC)C)(C(F)(F)F)C (2S,3R,4R,5S)-N-(2-Acetamidopyridin-4-yl)-3-(3,4-difluoro-2-methoxyphenyl)-4,5-dimethyl-5-(trifluoromethyl)tetrahydrofuran-2-carboxamide